C1=CC(=CC=2OC3=C(C21)C=CC=C3)C(=O)NCC(=O)N3CC2(OCCO2)C[C@H]3C(=O)O (S)-7-((dibenzo[b,d]furan-3-carbonyl)glycyl)-1,4-dioxa-7-azaspiro[4.4]nonane-8-carboxylic acid